2-(p-methylthiophenoxymethyl)-4-(N-isobutyl-N-2-thenoyl-aminomethyl)-thiazole CC1=CC=C(SCC=2SC=C(N2)CN(C(C2=CC=CS2)=O)CC(C)C)C=C1